COC1=CC(=C(C#N)C=C1)[N+](=O)[O-] 4-methoxy-2-nitrobenzonitrile